1-benzyl 2-methyl trans-3-ethenylpyrrolidine-1,2-dicarboxylate C(=C)[C@H]1[C@@H](N(CC1)C(=O)OCC1=CC=CC=C1)C(=O)OC